N[C@H]1[C@@H]2N(C[C@H]1CC2)C(=O)C2=CC1=C(N(C(=N1)C1=CC=3C=4N1C(CN(C4C=CC3)CCCO)CC)CC)C(=C2)F ((1R,4R,7R)-7-amino-2-azabicyclo[2.2.1]heptan-2-yl)(1-ethyl-2-(3-ethyl-1-(3-hydroxypropyl)-2,3-dihydro-1H-pyrrolo[1,2,3-de]quinoxalin-5-yl)-7-fluoro-1H-benzo[d]imidazol-5-yl)methanone